1-(Isopropylcarbamoyl)piperidine-4-carboxylic acid methyl ester COC(=O)C1CCN(CC1)C(NC(C)C)=O